C(CCCCCCCCCC)N1C(CC1)=O 1-undecylazetidin-2-one